2-bromo-4-fluoro-pyridine BrC1=NC=CC(=C1)F